C(=CCCC)C1=CC=C(CCl)C=C1 4-pentenyl-benzyl chloride